1-C-[3-[[5-(4-fluorophenyl)-2-thienyl]methyl]-4-methylphenyl]-D-glucitol hydrate O.FC1=CC=C(C=C1)C1=CC=C(S1)CC=1C=C(C=CC1C)C([C@H](O)[C@@H](O)[C@H](O)[C@H](O)CO)O